C1(CC1)COC=1C(=NN(C(C1)=O)CC(=O)OC)N(C)C methyl 2-(4-(cyclopropylmethoxy)-3-(dimethylamino)-6-oxopyridazin-1(6H)-yl)acetate